BrC=1C(=NN2C1CN(CC2)C(=O)OC(C)(C)C)C(=O)OC 5-(tert-butyl) 2-methyl 3-bromo-6,7-dihydropyrazolo[1,5-a]pyrazine-2,5(4H)-dicarboxylate